CC=1N=C2N(N=C(C=C2C)C=2N=C3N(C(C2)=O)C=C(C=C3C)N3C[C@@H](NCC3)C)C1 (S)-2-(2,8-dimethylimidazo[1,2-b]pyridazin-6-yl)-9-methyl-7-(3-methylpiperazin-1-yl)-4H-pyrido[1,2-a]pyrimidin-4-one